The molecule is an unsaturated fatty acyl-CoA that results from the formal condensation of the thiol group of coenzyme A with the carboxy group of (2E,19Z,22Z,25Z,28Z)-tetratriacontapentaenoic acid. It is an unsaturated fatty acyl-CoA and an ultra-long-chain fatty acyl-CoA. It is a conjugate acid of a (2E,19Z,22Z,25Z,28Z)-tetratriacontapentaenoyl-CoA(4-). CCCCC/C=C\\C/C=C\\C/C=C\\C/C=C\\CCCCCCCCCCCCCCC/C=C/C(=O)SCCNC(=O)CCNC(=O)[C@@H](C(C)(C)COP(=O)(O)OP(=O)(O)OC[C@@H]1[C@H]([C@H]([C@@H](O1)N2C=NC3=C(N=CN=C32)N)O)OP(=O)(O)O)O